11-(4-Fluorobenzyl)-2-(4-(trifluoromethyl)phenyl)-11H-imidazo[1',2':1,2]pyrido[3,4-b]indole FC1=CC=C(CN2C3=C(C4=CC=CC=C24)C=CN2C3=NC(=C2)C2=CC=C(C=C2)C(F)(F)F)C=C1